BrC1=CC=C(C=C1)C1(CC(C1)O)C#N 1-(4-Bromophenyl)-3-hydroxy-cyclobutanecarbonitrile